Oxetanyl-cysteine O1C(CC1)N[C@@H](CS)C(=O)O